1,7-bis(3,4-dihydroxyphenyl)heptane tert-butyl-(4-(2-chloroacetamido)butyl)carbamate C(C)(C)(C)N(C(O)=O)CCCCNC(CCl)=O.OC=1C=C(C=CC1O)CCCCCCCC1=CC(=C(C=C1)O)O